(S)-4-amino-7-fluoro-N-methyl-N-(2-(trifluoromethyl)-5,8-dihydro-6H-pyrano[3,4-b]pyridin-5-yl)imidazo[1,5-a]quinoxaline-8-carboxamide NC=1C=2N(C3=CC(=C(C=C3N1)F)C(=O)N([C@@H]1COCC3=NC(=CC=C31)C(F)(F)F)C)C=NC2